FC1=C(CC2=NC3=C(N2[C@@H]2COCC2(C)C)C=C(C=C3)C(=O)OC)C=C(C(=C1)C1=NC(=CC=C1)OCC1=C(C=C(C=C1)C=1N=NN(C1)C)F)F methyl (S)-2-(2,5-difluoro-4-(6-((2-fluoro-4-(1-methyl-1H-1,2,3-triazol-4-yl)benzyl)oxy)pyridin-2-yl)benzyl)-1-(4,4-dimethyltetrahydrofuran-3-yl)-1H-benzo[d]imidazole-6-carboxylate